4-(6-acetyl-3-chloro-2-fluorophenyl)-5-methoxypyridin-2(1H)-one C(C)(=O)C1=CC=C(C(=C1C1=CC(NC=C1OC)=O)F)Cl